COC(=O)C1=CC(=CC=2OC(OC(C21)C)(C2C1CN(CC2CC1)C(NC)=O)C)Cl 7-chloro-2,4-dimethyl-2-(3-(methylcarbamoyl)-3-azabicyclo[3.2.1]oct-8-yl)benzo[d][1,3]dioxin-5-carboxylic acid methyl ester